C(#N)/C(/C(=O)OC)=C/1\CCOC2(C1)CCOCC2 methyl (Z)-2-cyano-2-(1,9-dioxaspiro[5.5]undecan-4-ylidene)acetate